C1C(C[C@H](C([C@@H]1OC(=O)/C=C/C2=CC(=C(C=C2)O)O)OC(=O)/C=C/C3=CC(=C(C=C3)O)O)OC(=O)/C=C/C4=CC(=C(C=C4)O)O)(O)C(=O)O 3,4,5-tri-O-caffeoylquinic acid